[Na+].COC(=O)C1=C(C=C(C=C1)[N+](=O)[O-])CS(=O)(=O)[O-] (2-Methoxycarbonyl-5-nitro-phenyl)methanesulfonic acid sodium salt